(8aR)-7-(5-(6',8'-dihydro-2H-spiro[benzofuran-3,9'-pyrido[3',2':4,5]imidazo[2,1-c][1,4]oxazin]-2'-yl)pyrimidin-2-yl)hexahydroimidazo[1,5-a]pyrazin-3(2H)-one N1=C(C=CC=2N=C3COCC4(N3C21)COC2=C4C=CC=C2)C=2C=NC(=NC2)N2C[C@@H]4N(CC2)C(NC4)=O